ClC=1C=C(C=CC1Cl)C1=C(C(=C2N=C(C(=NC2=C1)N)N)C1=CC(=C(C=C1)Cl)Cl)N1CCCC1 (E)-bis(3,4-dichlorophenyl)-6-(pyrrolidin-1-yl)quinoxaline-2,3-diamine